NC=1C=CC(=C(C1)C=1C=C(C=NC1)C1=CC(=NC=C1)NC(=O)C1CC1)C N-(5-(5-amino-2-methylphenyl)-[3,4'-bipyridin]-2'-yl)cyclopropanecarboxamide